N[C@@H](C(=O)N)CCCCNC(=O)NCC(CO)(COCC(CO)CO)COCC(CO)CO (R)-2-amino-6-(3-(3-hydroxy-2,2-bis((3-hydroxy-2-(hydroxymethyl)propoxy)methyl)propyl)ureido)hexanamide